1-(7-((3-((2,6-dimethylphenyl)amino)-1-methyl-1H-pyrazolo[3,4-d]pyrimidin-6-yl)amino)-3,4-Dihydroisoquinolin-2(1H)-yl)-2-(piperidin-4-yloxy)ethan-1-one hydrochloride Cl.CC1=C(C(=CC=C1)C)NC1=NN(C2=NC(=NC=C21)NC2=CC=C1CCN(CC1=C2)C(COC2CCNCC2)=O)C